diethyl (4-((4-hydroxy-1H-benzo[d]imidazol-1-yl)methyl)phenyl)phosphonate OC1=CC=CC=2N(C=NC21)CC2=CC=C(C=C2)P(OCC)(OCC)=O